rac-tert-butyl 2-(((4R,5R)-7-ethyl-4-(4-fluorophenyl)-6-oxo-1-phenyl-5-(3-(trifluoromethyl)benzamido)-4,5,6,7-tetrahydro-1H-pyrazolo[3,4-b]pyridin-3-yl)methyl)acrylate C(C)N1C2=C([C@H]([C@H](C1=O)NC(C1=CC(=CC=C1)C(F)(F)F)=O)C1=CC=C(C=C1)F)C(=NN2C2=CC=CC=C2)CC(C(=O)OC(C)(C)C)=C |r|